3-bromo-2,6-pyridinedicarboxylic acid chloride BrC=1C(=NC(=CC1)C(=O)Cl)C(=O)Cl